4-(benzo[d][1,3]dioxol-5-ylmethyl)-6-(3,5-dimethoxyphenyl)pyrimidine-2,4-diamine O1COC2=C1C=CC(=C2)CC2(NC(=NC(=C2)C2=CC(=CC(=C2)OC)OC)N)N